C(C1=CC=CC=C1)N1C=CC=C(C1=O)C(NC)=O 1-benzyl-5-(methylcarbamoyl)-6-oxo-1,6-dihydropyridine